4-methyl-2-pentanone-d5 [2H]C([2H])([2H])C(=O)C([2H])([2H])C(C)C